N-cyclohexyl-1-hydroxy-6,6,9-trimethyl-3-pentyl-6H-benzo[c]chromene-2-carboxamide C1(CCCCC1)NC(=O)C=1C(=C2C3=C(C(OC2=CC1CCCCC)(C)C)C=CC(=C3)C)O